C(C)N1C[C@@H]([C@H](CC1)NC(=O)C1=CC(=CC=2N(C=NC21)CC(F)(F)F)C#CCNC2=C(C=C(C=C2)C(NC)=O)OCC(F)(F)F)C N-[(3S,4S)-1-ethyl-3-methyl-4-piperidyl]-6-{3-[4-(N-methylcarbamoyl)-2-(2,2,2-trifluoroethoxy)phenylamino]-1-propynyl}-1-(2,2,2-trifluoroethyl)-1H-1,3-benzimidazole-4-carboxamide